ClC=1C(=NC=C(C1)C1=CC=C(C=C1)N1CCCC1)N 3-chloro-5-(4-(pyrrolidin-1-yl)phenyl)pyridin-2-amine